2-(2-((5-cyclobutyl-4-oxo-4,5,6,7-tetrahydro-2H-pyrazolo[4,3-c]pyridin-2-yl)methyl)-3-fluoroallyl)isoindoline-1,3-dione C1(CCC1)N1C(C=2C(CC1)=NN(C2)CC(CN2C(C1=CC=CC=C1C2=O)=O)=CF)=O